4-(4-(4-(2-(2-Aminopyridin-3-yl)-5-(1-methyl-2-oxo-1,2-dihydropyridin-4-yl)-3H-imidazo[4,5-b]pyridin-3-yl)benzyl)piperazin-1-yl)pyrimidine-2-carbonitrile NC1=NC=CC=C1C1=NC=2C(=NC(=CC2)C2=CC(N(C=C2)C)=O)N1C1=CC=C(CN2CCN(CC2)C2=NC(=NC=C2)C#N)C=C1